CC1CCN(CC1)[C@H]1[C@@H](CCC1)OC=1C=C2CN(C(C2=CC1)=O)C1C(NC(CC1)=O)=O 3-(5-(((1R,2R)-2-(4-methylpiperidin-1-yl)cyclopentyl)oxy)-1-oxoisoindolin-2-yl)piperidine-2,6-dione